CN(C1=C(C=CC=C1)C1CCN(CC1)C1=NC(=NC2=CC=C(C=C12)N(C)C(C)O)C1(CCCC1)C)C {[4-[4-(2-Dimethylamino-phenyl)-piperidin-1-yl]-2-(1-methyl-cyclopentyl)-quinazolin-6-yl]-methyl-amino}-ethanol